FC(CO)(S(=O)(=O)[O-])F.[Na+] sodium 1,1-difluoro-2-hydroxyethanesulfonate salt